BrC1=C2C=3CC(CCC3NC2=C(C=C1F)C(NCC1=C(C=C(C=C1)OC)OC)=O)NC(OC(C)(C)C)=O tert-butyl (5-bromo-8-((2,4-dimethoxybenzyl)carbamoyl)-6-fluoro-2,3,4,9-tetrahydro-1H-carbazole-3-yl)carbamate